sodium 2-(1-(2-Cyanophenyl)-1-(1-methyl-1H-pyrazol-4-yl)propan-2-yl)-1-ethyl-5-methoxy-6-oxo-1,6-dihydropyrimidine-4-carboxylate C(#N)C1=C(C=CC=C1)C(C(C)C=1N(C(C(=C(N1)C(=O)[O-])OC)=O)CC)C=1C=NN(C1)C.[Na+]